N-(6-(4-chlorophenyl)-1-(2,4-difluorophenyl)-1H-pyrazolo[3,4-d]pyrimidin-4-yl)-5-nitrothiophene-2-carboxamide ClC1=CC=C(C=C1)C1=NC(=C2C(=N1)N(N=C2)C2=C(C=C(C=C2)F)F)NC(=O)C=2SC(=CC2)[N+](=O)[O-]